4-[5-(methoxymethoxy)-1-benzofuran-2-yl]pyridine-3-carbonitrile COCOC=1C=CC2=C(C=C(O2)C2=C(C=NC=C2)C#N)C1